1-amino-3,3-diethylcyclobutane-1-carboxylic acid hydrochloride Cl.NC1(CC(C1)(CC)CC)C(=O)O